N1(CCNCCC1)C(CN1N=CC(=C1)NC(CCOC1=CC=CC=C1)=O)=O N-[1-[2-(1,4-diazepan-1-yl)-2-oxo-ethyl]pyrazol-4-yl]-3-phenoxy-propanamide